5'-[(R)-(1,3-dimethyl-azetidin-3-yl)-hydroxy-(4-isopropyl-phenyl)-methyl]-3,4,5,6-tetrahydro-2H-[1,3']bipyridinyl-3-ol CN1CC(C1)(C)[C@@](C=1C=C(C=NC1)N1CC(CCC1)O)(C1=CC=C(C=C1)C(C)C)O